C(=C)OC1CCC(CC1)N1C(C2=CC=CC=C2C1=O)=O 2-((1r,4r)-4-(vinyloxy)cyclohexyl)isoindoline-1,3-dione